N-({4-amino-1H,3H-furo[3,4-c]quinolin-7-yl}methyl)-N-(2-chloropyridin-3-yl)-2-cyclopropylpyrimidine-5-carboxamide NC1=NC=2C=C(C=CC2C2=C1COC2)CN(C(=O)C=2C=NC(=NC2)C2CC2)C=2C(=NC=CC2)Cl